C(C=C)(=O)N1[C@@H](C[C@H](C1)OC)COC=1C(=NC=NC1N)C=1C(=C(C=C(C1)F)N1C(C2=CC=C(C=C2CC1)C1CC1)=O)CO 3-(5-(((2S,4R)-1-Acryloyl-4-methoxypyrrolidin-2-yl)methoxy)-6-aminopyrimidin-4-yl)-5-fluoro-2-(hydroxymethyl)phenyl-6-cyclopropyl-3,4-dihydroisoquinolin-1(2H)-one